N-(4-(8-ethyl-2-(((3S,5S)-5-fluoropiperidin-3-yl)amino)-7-oxo-7,8-dihydropyrido[2,3-d]pyrimidin-6-yl)-2,3,6-trifluorophenyl)-1-(pyridin-2-yl)methanesulfonamide C(C)N1C(C(=CC2=C1N=C(N=C2)N[C@@H]2CNC[C@H](C2)F)C2=C(C(=C(C(=C2)F)NS(=O)(=O)CC2=NC=CC=C2)F)F)=O